OC1(CC1)CNC(=O)C1=CC=CC(=N1)C(=O)O 6-(((1-hydroxycyclopropyl)methyl)carbamoyl)picolinic acid